methyl-(methylazetidine) CC1N(CC1)C